BrC=1C=C(C=CC1)C(=O)C1=CC(=CC=C1)Br 3-bromophenyl ketone